FC1=CC=C(C=C1)N1N=C(C(=C1)C=O)C1=CC=C(C=C1)F 1,3-bis(4-fluorophenyl)-1H-pyrazole-4-carbaldehyde